CC=1C=NN(C1C(F)(F)F)C1CCC(CC1)OC1=C2C=CC=NC2=CC(=N1)N1CCOCC1 4-(5-(((1s,4s)-4-(4-methyl-5-(trifluoromethyl)-1H-pyrazol-1-yl)cyclohexyl)oxy)-1,6-naphthyridin-7-yl)morpholine